1,3-dimethylhexyl lactate C(C(O)C)(=O)OC(CC(CCC)C)C